3-(4-ethylphenyl)acrylic acid C(C)C1=CC=C(C=C1)C=CC(=O)O